FC1=C2C(=NN(C2=CC(=C1)F)CC(NCC(F)(F)F)=O)C1CN(C1)C(=O)OC(C)(C)C tert-Butyl 3-(4,6-difluoro-1-{[(2,2,2-trifluoroethyl)carbamoyl]methyl}-1H-indazol-3-yl)azetidine-1-carboxylate